2-chloro-5-methoxy-4-((pyrrolidin-1-ylsulfonyl)carbamoyl)benzoic acid ClC1=C(C(=O)O)C=C(C(=C1)C(NS(=O)(=O)N1CCCC1)=O)OC